CCC(C)CCCCCCCCCCCCCCCCCCC(=O)O The molecule is a methyl-branched fatty acid that is docosanoic acid (behenic acid) substituted by a methyl group at position 20. It is a branched-chain saturated fatty acid, a long-chain fatty acid and a methyl-branched fatty acid. It derives from a docosanoic acid.